N[C@@H]1C2=CC(=CC=C2CC12CCN(CC2)C2=NC=C(C(N2)=O)SC2=CC=CC=1OC(OC12)(F)F)N1C=CC=C1 (S)-2-(1-amino-6-(1H-pyrrol-1-yl)-1,3-dihydrospiro[indene-2,4'-piperidin]-1'-yl)-5-((2,2-difluorobenzo[d][1,3]dioxol-4-yl)thio)pyrimidin-4(3H)-one